ClC1=CC=C(C=C1)C1=CN=C2N1C=CN=C2NC2=CC(=C(C=C2)N2C(CCC2)=O)C 1-(4-((3-(4-chlorophenyl)imidazo[1,2-a]pyrazin-8-yl)amino)-2-methylphenyl)pyrrolidin-2-one